C(C)(C)(C)C1=C(C=C(C(=C1)O)C(C)(C)C)O 2,5-di-t-butylbenzene-1,4-diol